ClC1=CC=CC(=N1)C1CCN(C2CC12)C(=O)OC(C)(C)C tert-butyl 5-(6-chloropyridin-2-yl)-2-azabicyclo[4.1.0]heptane-2-carboxylate